diphenyl mesaconate C(\C(\C)=C\C(=O)OC1=CC=CC=C1)(=O)OC1=CC=CC=C1